C1CCC(=O)N(CC1)SSN2CCCCCC2=O N,N'-Caprolactam disulfide